BrC=1C=CC(=C(C1)S)F 5-bromo-2-fluorobenzenethiol